tert-butyl 4-[5-(piperidin-1-ylmethyl)pyrimidin-2-yl]piperazine-1-carboxylate N1(CCCCC1)CC=1C=NC(=NC1)N1CCN(CC1)C(=O)OC(C)(C)C